FC(OC=1C=C(C=CC1)C1=NOC(=N1)[C@H](C)NC(OC(C)(C)C)=O)(F)F tert-butyl N-[(1S)-1-[3-[3-(trifluoromethoxy)phenyl]-1,2,4-oxadiazol-5-yl]ethyl]carbamate